CN(C1CCCCC1)C=1C=C2C=3C=CC=CC3CC2=CC1 6-(N-methyl-N-cyclohexylamino)fluorene